OCCC#CC1=CC=C(C=C1)C1CCN(CC1)C1=CC(=C(C#N)C=C1)C(F)(F)F 4-(4-(4-(4-Hydroxybut-1-yn-1-yl)phenyl)piperidin-1-yl)-2-(trifluoromethyl)-benzonitrile